C(C1=CC=CC=C1)OC(=O)NCC1=NC2=C(N1CC)C=C(C=C2)C(=O)OC(C)(C)C tert-butyl 2-({[(benzyloxy) carbonyl] amino} methyl)-1-ethyl-1H-1,3-benzodiazole-6-carboxylate